tert-butyl (2S,3R,4aS,7aS)-2-[4-(tetrahydropyran-4-ylamino) phenyl]-2,3,4,4a,5,6,7,7a-octahydro-1H-cyclopenta[b]pyridine-3-carboxylate O1CCC(CC1)NC1=CC=C(C=C1)[C@@H]1[C@@H](C[C@H]2[C@@H](N1)CCC2)C(=O)OC(C)(C)C